methyl [{(1aS,2S,7bR)-2-[(tert-butoxycarbonyl)amino]-4-fluoro-6-hydroxy-1a,2,3,7b-tetrahydronaphtho[1,2-b]oxiren-5-yl}(trifluoroacetyl)amino]acetate C(C)(C)(C)OC(=O)N[C@H]1CC2=C(C(=C(C=C2[C@H]2O[C@H]21)O)N(C(C(F)(F)F)=O)CC(=O)OC)F